(S)-6-((2-isopropyl-4-methylpiperazin-1-yl)methyl)-2-(3-(1-((4-methyl-4H-1,2,4-triazol-3-yl)methyl)cyclobutyl)phenyl)-4-(trifluoromethyl)isoindolin-1-one C(C)(C)[C@@H]1N(CCN(C1)C)CC1=CC(=C2CN(C(C2=C1)=O)C1=CC(=CC=C1)C1(CCC1)CC1=NN=CN1C)C(F)(F)F